C1=C(C=CC2=CC=CC=C12)S(=O)(=O)N1[C@@H](CN(C2=CC=CC=C12)S(=O)(=O)C1=CC2=CC=CC=C2C=C1)C=C (R)-1,4-bis(naphthalen-2-ylsulfonyl)-2-vinyl-1,2,3,4-tetrahydroquinoxaline